C(C)OC(C=1N(C2=CC(=CC=C2C1)CN)C)OCC 1-[2-(diethoxymethyl)-1-methyl-1H-indol-6-yl]methylamine